O=C1NC(CCC1C1=CC=C(C=C1)N1CCN(CC1)CCC1CCN(CC1)C1=C(C(=O)N)C=CC(=C1)NC1=NC=C(C(=N1)NC1=CC=CC=C1)F)=O (4-(2-(4-(4-(2,6-dioxopiperidin-3-yl)phenyl)piperazin-1-yl)ethyl)piperidin-1-yl)-4-((5-fluoro-4-(phenylamino)pyrimidin-2-yl)amino)benzamide